C(C)(C)(C)OC(=O)N1[C@H](CCC=CC1)C1=C(C=CC(=C1)Cl)C=O (R)-2-(5-chloro-2-formylphenyl)-2,3,4,7-tetrahydro-1H-azepine-1-carboxylic acid tert-butyl ester